tert-butyl (3S)-1-(5-cyclopropyl-7H-pyrrolo[2,3-d]pyrimidin-4-yl)-3-methylpiperidine-4-carboxylate C1(CC1)C1=CNC=2N=CN=C(C21)N2C[C@H](C(CC2)C(=O)OC(C)(C)C)C